FC(S(=O)(=O)OC=1CCOC(C1)C1=CN(C(C=C1)=O)C(C)C)(F)F [6-(1-isopropyl-6-oxo-3-pyridyl)-3,6-dihydro-2H-pyran-4-yl] trifluoromethanesulfonate